1-Allyl-3-methylimidazolium bis(trifluoromethylsulfonyl)imid [N-](S(=O)(=O)C(F)(F)F)S(=O)(=O)C(F)(F)F.C(C=C)N1C=[N+](C=C1)C